tert-Butyl 2-(((2R,3R)-1,3-dihydroxybutan-2-yl)carbamoyl)-4-phenethylpiperidine-1-carboxylate OC[C@H]([C@@H](C)O)NC(=O)C1N(CCC(C1)CCC1=CC=CC=C1)C(=O)OC(C)(C)C